BrC1=CC=C(C=N1)NN (6-bromo-3-pyridyl)hydrazine